C(#N)[C@H](C)NC(C1=CC=C(C=C1)C1=NC(=NC=C1C)NC=1C=NN(C1)C1CCN(CC1)C(=O)C1(CC1)O)=O (S)-N-(1-cyanoethyl)-4-(2-((1-(1-(1-hydroxycyclopropanecarbonyl)piperidin-4-yl)-1H-pyrazol-4-yl)amino)-5-methylpyrimidin-4-yl)benzamide